FC(C=1C=C(C=CC1)C1=CC=C(C=C1)[C@H]1[C@@H](C1)NC(OC(C)(C)C)=O)(F)F tert-butyl ((trans)-2-(3'-(trifluoromethyl)-[1,1'-biphenyl]-4-yl)cyclopropyl)carbamate